ClC(C1(N=C2N(C=C(N=C2)CC(C)C)C1)O)Cl 2-(dichloromethyl)-6-isobutyl-2,3-dihydroimidazo[1,2-a]pyrazin-2-ol